N,N-dimethyl-N-benzyl-acryloyloxyammonium chloride [Cl-].C[N+](CC1=CC=CC=C1)(C)OC(C=C)=O